6-[3-(1,1-Difluoroethyl)-4-fluoro-phenyl]-1-(1H-pyrazol-4-ylmethyl)pyrazolo[4,3-b]pyridine FC(C)(F)C=1C=C(C=CC1F)C=1C=C2C(=NC1)C=NN2CC=2C=NNC2